methylenebis(6-t-butyl-4-cresol) C(C1=CC(=CC(=C1O)C(C)(C)C)C)C1=CC(=CC(=C1O)C(C)(C)C)C